C(C)(C)(C)C1=C(C(=CC(=C1)CO)C(C)(C)C)O 2,6-di-tert-butyl-4-hydroxymethylphenol